C([2H])([2H])([2H])NC=1C(CC=NC1)=O 5-((methyl-d3)amino)-4-oxo-3,4-dihydropyridin